tris(1,1,1,3,3,3-hexafluoroisopropyl) phosphate C(C(F)(F)F)(C(F)(F)F)OP(=O)(OC(C(F)(F)F)C(F)(F)F)OC(C(F)(F)F)C(F)(F)F